2-(methylsulfonyl)benzo[d]thiazole CS(=O)(=O)C=1SC2=C(N1)C=CC=C2